C(C)[C@@H]1N(C[C@H](N(C1)C(C)C1=NN(C=C1C)CC)CC)C=1C=2C(N(C(C1)=O)C)=CN(N2)CC#N 2-(7-((2S,5R)-2,5-diethyl-4-(1-(1-ethyl-4-methyl-1H-pyrazol-3-yl)ethyl)piperazin-1-yl)-4-methyl-5-oxo-4,5-dihydro-2H-pyrazolo[4,3-b]pyridin-2-yl)acetonitrile